COC1(C(CN(CC1)CC1=CC=C(C=C1)C(F)(F)F)OCC(=O)OC)OC Methyl 2-[[4,4-dimethoxy-1-[[4-(trifluoromethyl)phenyl]methyl]-3-piperidyl]oxy]acetate